NCC1=NC(=NC=C1)C1=C(C=C(C#N)C=C1)OC=1N(N=C(C1)C1CC1)C 4-[4-(aminomethyl)pyrimidin-2-yl]-3-(5-cyclopropyl-2-methylpyrazol-3-yl)oxybenzonitrile